C(C)[N+](CCO)(CCO)CC diethyldi(2-hydroxyethyl)ammonium